N-(4-(N-(4-fluorobenzyl)-N-(3-methoxybenzyl)sulfamoyl)phenyl)-2-(pyridin-4-yl)cyclopropane-1-carboxamide niobium antimony-lead [Pb].[Sb].[Nb].FC1=CC=C(CN(S(=O)(=O)C2=CC=C(C=C2)NC(=O)C2C(C2)C2=CC=NC=C2)CC2=CC(=CC=C2)OC)C=C1